COC(=O)C=1C=C2C(=CC1)NC(C21CCN(CC1)C(CC1=CC=C(C=C1)Cl)=O)=O.ClC1=CC=C(C=C1)CC(=O)N1CCC2(CC1)C(NC1=CC=C(C=C12)C(=O)O)=O 1'-(2-(4-chlorophenyl)acetyl)-2-oxospiro[indoline-3,4'-piperidine]-5-carboxylic acid Methyl-1'-(2-(4-chlorophenyl)acetyl)-2-oxospiro[indoline-3,4'-piperidine]-5-carboxylate